3-(methylamino)-1-(thiophene-2-yl)acetone CNCC(CC=1SC=CC1)=O